6-(((6-cyanopyridin-3-yl)methyl)carbamoyl)-5-hydroxy-1,7-naphthyridine-2-carboxylic acid C(#N)C1=CC=C(C=N1)CNC(=O)C=1C(=C2C=CC(=NC2=CN1)C(=O)O)O